Trans-Diethyl Muconate C(\C=C\C=C\C(=O)OCC)(=O)OCC